C(C)OC1=CC=C(C(=O)NC2=CC=C(C=C2)[C@@H]2CNCCC2)C=C1 |r| (RS)-4-Ethoxy-N-(4-piperidin-3-yl-phenyl)-benzamide